C1(=CC=CC=C1)C=1SC=C(N1)C 2-Phenyl-4-methylthiazole